5-methyl-2-((6-methylbenzo[d][1,3]dioxol-5-yl)amino)-8-(2-oxaspiro[3.5]nonan-7-yl)-5,8-dihydropteridine-6,7-dione CN1C=2C=NC(=NC2N(C(C1=O)=O)C1CCC2(COC2)CC1)NC1=CC2=C(OCO2)C=C1C